3,5-Difluorophenyl chlorosulfate S(=O)(=O)(OC1=CC(=CC(=C1)F)F)Cl